C(C1=CC=CC=C1)OCC1=NN(C(N1CC)=O)C=1C=C2C=CN=C(C2=C(C1)O[C@H](C(F)(F)F)C)OC1=CC(=NC=C1Cl)OC (S)-3-((benzyloxy)methyl)-1-(1-((5-chloro-2-methoxypyridin-4-yl)oxy)-8-((1,1,1-trifluoropropan-2-yl)oxy)isoquinolin-6-yl)-4-ethyl-1H-1,2,4-triazol-5(4H)-one